FC1=C(C=C(C=C1)NC(C=C)=O)NC1=NC(=NC=C1C=1C=CC=C2C=CN=CC12)NC=1C=NN(C1)C N-(4-fluoro-3-((5-(isoquinolin-8-yl)-2-((1-methyl-1H-pyrazol-4-yl)amino)pyrimidin-4-yl)amino)phenyl)acrylamide